1,2-dimyristoyl-sn-glycero-3-phosphoryl-glycerol tert-Butyl-(2S)-3-methyl-2-[4-(piperidin-4-yl)-1,2,3-triazol-1-yl]butanoate C(C)(C)(C)[C@](C(=O)OC(COP(OC[C@@H](COC(CCCCCCCCCCCCC)=O)OC(CCCCCCCCCCCCC)=O)(=O)O)CO)(C(C)C)N1N=NC(=C1)C1CCNCC1